(+)-(S)-ethyl 2-(2-((7-(2-((1,1-dimethylethylsulfinamido)methyl)-3-fluoropyridin-4-yl)-4-fluorobenzofuran-5-yl)methoxy)-4-fluorophenyl)acetate CC(C)([S@](=O)NCC1=NC=CC(=C1F)C1=CC(=C(C=2C=COC21)F)COC2=C(C=CC(=C2)F)CC(=O)OCC)C